2-ACETYL-3-METHYLPYRAZINE C(C)(=O)C1=NC=CN=C1C